tricyclo[6.2.1.0(2,7)]-undecene C12=C3CCCCC3C(CC1)C2